C(C)C=1OC(=CN1)CC 2,5-diethyloxazole